1,1'-divinyl-ferrocene C(=C)[C-]1C=CC=C1.[C-]1(C=CC=C1)C=C.[Fe+2]